NC=1C(=NC2=CC=CC=C2C1)N BISAMINOCHINOLIN